2-Aminoethyl(tripropoxysilan) NCC[Si](OCCC)(OCCC)OCCC